FC1(CCC(CC1)C=O)F 4,4-difluorocyclohexane-carbaldehyde